[Fe].[Co].[Ta] tantalum-cobalt-iron